[4-(6-Amino-pyridazin-3-yl)-piperidin-1-yl]-(4'-isopropoxy-2-methoxy-biphenyl-4-yl)-methanone NC1=CC=C(N=N1)C1CCN(CC1)C(=O)C1=CC(=C(C=C1)C1=CC=C(C=C1)OC(C)C)OC